isopropyl 2-[[(4R)-2-[[2-chloro-3-(4,4,5,5-tetramethyl-1,3,2-dioxaborolan-2-yl)phenyl]carbamoyl]-4,5,6,7-tetrahydropyrazolo[1,5-a]pyridin-4-yl]amino]-2-methyl-propanoate ClC1=C(C=CC=C1B1OC(C(O1)(C)C)(C)C)NC(=O)C1=NN2C([C@@H](CCC2)NC(C(=O)OC(C)C)(C)C)=C1